(2-chloro-4-phenoxyphenyl)(5-fluoro-4-(((3R,6S)-6-(hydroxymethyl)tetrahydro-2H-pyran-3-yl)amino)-1H-pyrrolo[2,3-b]pyridin-3-yl)methanone ClC1=C(C=CC(=C1)OC1=CC=CC=C1)C(=O)C1=CNC2=NC=C(C(=C21)N[C@H]2CO[C@@H](CC2)CO)F